(1S,3R,4S)-N-((R)-1-cyano-2-((R)-2-oxopyrrolidin-3-yl)ethyl)-2-((S)-3-cyclobutyl-2-(2,2,2-trifluoroacetamido)propanoyl)-5,5-difluoro-2-azabicyclo[2.2.2]octane-3-carboxamide C(#N)[C@@H](C[C@@H]1C(NCC1)=O)NC(=O)[C@@H]1N([C@@H]2CC([C@H]1CC2)(F)F)C([C@H](CC2CCC2)NC(C(F)(F)F)=O)=O